O1C(CCCC1)N1N=C(C=2C1=NC=C(C2)OC2=CC=C(N)C=C2)C(F)(F)F 4-[1-tetrahydropyran-2-yl-3-(trifluoromethyl)pyrazolo[3,4-b]pyridin-5-yl]oxyaniline